OC1=C(C=C(C=C1)C(C=C)=O)OC 1-(4-hydroxy-3-methoxyphenyl)prop-2-en-1-one